C1CC2=C1C=CC=C2 1,2-dihydrobenzocyclobutene